2-oxacyclobutane C1OCC1